ethyl-tributyl-phosphine chloride [Cl-].C(C)C(CCC)P(CCCC)CCCC